C(C)(C)(C)OC(=O)N1CCC(CC1)N1/C(/SC=C1)=N/C(=O)C1=CNC2=NC=CC=C21 (Z)-4-(2-((1H-pyrrolo[2,3-b]pyridine-3-carbonyl)imino)thiazol-3(2H)-yl)piperidine-1-carboxylic acid tert-butyl ester